COC(=O)C=1C=C(C=CC1OCCN1C=NC=C1)C1=C(C=C(C=C1)C)Cl 4-(2-(1H-imidazol-1-yl)ethoxy)-2'-chloro-4'-methyl-[1,1'-biphenyl]-3-carboxylic acid methyl ester